CC1=C(C(=C(C=2C(C(=C(OC12)C1=CC=C(O)C=C1)C)=O)O)C)O trimethyl-apigenin